4,6-Dichloro-3-(3'-ethoxy-[1,1'-biphenyl]-4-yl)-7-methoxy-2-methylquinoline ClC1=C(C(=NC2=CC(=C(C=C12)Cl)OC)C)C1=CC=C(C=C1)C1=CC(=CC=C1)OCC